NC1=C(SC2=NC(=CN=C21)C)C(=O)NC2CC=1C=CC(=NC1CC2)N2CCC1C2CNC1 7-amino-3-methyl-N-(2-{octahydropyrrolo[2,3-c]pyrrol-1-yl}-5,6,7,8-tetrahydroquinolin-6-yl)thieno[2,3-b]pyrazine-6-carboxamide